tert-butyl (1R,5R,6R)-3-(2,4-dimethoxybenzyl)-6-methoxy-3,8-diazabicyclo[3.2.1]octane-8-carboxylate COC1=C(CN2C[C@H]3C[C@H]([C@@H](C2)N3C(=O)OC(C)(C)C)OC)C=CC(=C1)OC